N-Boc-aspartic acid C(=O)(OC(C)(C)C)N[C@@H](CC(=O)O)C(=O)O